C(C1=CC=CC=C1)(=O)O[C@H]1[C@](O[C@@H]([C@H]1OC(C1=CC=CC=C1)=O)COC(CC1=CC=CC=C1)=O)(C#N)C1=CC=C2C(=NC=NN21)N (2R,3R,4R,5R)-2-(4-aminopyrrolo[2,1-f][1,2,4]triazin-7-yl)-2-cyano-5-((2-phenylacetoxy)methyl)tetrahydrofuran-3,4-diyl dibenzoate